(R)-N-((S)-2-(dimethylamino)-3-(2-oxoindol-5-yl)propyl)-3-phenylbutanamide CN([C@H](CNC(C[C@@H](C)C1=CC=CC=C1)=O)CC1=CC2=CC(N=C2C=C1)=O)C